2-bromophenyl-5-(4-hydroxyphenyl)-6-(4-(6-selenocyanohexanamido) phenyl)-7-oxabicyclo[2.2.1]hept-5-ene-2-sulfonate BrC1=C(C=CC=C1)OS(=O)(=O)C1C2C(=C(C(C1)O2)C2=CC=C(C=C2)O)C2=CC=C(C=C2)NC(CCCCC[Se]C#N)=O